ClC1=C(C=CC=C1)OCC1=CC=C(C=C1)C 1-chloro-2-((4-methylbenzyl)oxy)benzene